tert-butyl 3-bromo-2-(dimethylcarbamoyl)-7,8-dihydro-4H-pyrazolo[1,5-a][1,4]diazepine-5(6H)-carboxylate BrC=1C(=NN2C1CN(CCC2)C(=O)OC(C)(C)C)C(N(C)C)=O